Cl.ClC1=C(C=C2CC(NC2=C1)=O)C(=O)N 6-chloro-2-oxo-2,3-dihydro-1H-indole-5-carboxamide hydrochloride